FC=1C=C(C=NC1F)C1=CC=CC=2N1N=CC2C(=O)N2CCCCC2 (7-(5,6-difluoropyridin-3-yl)pyrazolo[1,5-a]pyridin-3-yl)(piperidin-1-yl)methanone